FC1=C(C=C(C=C1C)C1=C(C=C(C=C1C)OC)C)[C@H](CC(=O)O)NC([C@H](CC(C)C)N1N=C(C=C(C1=O)C)CCN1CC(C1)F)=O (S)-3-(4-fluoro-4'-methoxy-2',5,6'-trimethyl-[1,1'-biphenyl]-3-yl)-3-((S)-2-(3-(2-(3-fluoroazetidin-1-yl)ethyl)-5-methyl-6-oxopyridazin-1(6H)-yl)-4-methylvalerylamino)propionic acid